C(CCCCCCCCCCCCCCCCC)OCCOCCOCCOCCOCCOCCOCCOCCOCCOCCOCCOCCO Dodecaethylene glycol octadecyl ether